2-[(1S,2S,5S)-6,6-dimethylbicyclo[3.1.1]hept-2-yl]-N-[4-(4-methylphenyl)-1-oxophthalazin-2(1H)-yl]acetamide CC1([C@H]2CC[C@H]([C@@H]1C2)CC(=O)NN2C(C1=CC=CC=C1C(=N2)C2=CC=C(C=C2)C)=O)C